([1,2,4]triazolo[4,3-a]pyrazin-8-yl)2-(2-(8-methyl-6-(3-methyl-3-phenylpyrrolidin-1-yl)-[1,2,4]triazolo[1,5-a]pyridin-2-yl)ethyl)-2,9-diazaspiro[5.5]undecan-1-one N=1N=CN2C1C(=NC=C2)C2N(C(C1(CC2)CCNCC1)=O)CCC1=NN2C(C(=CC(=C2)N2CC(CC2)(C2=CC=CC=C2)C)C)=N1